2-amino-1,3-propanediol diacrylate C(C=C)(=O)OCC(COC(C=C)=O)N